FC[C@@H]1CCC2=CCCN12 (3S,7aS)-3-(fluoromethyl)tetrahydro-1H-pyrrolizine